2-hydrazono-1,2-diphenylethane N(N)=C(CC1=CC=CC=C1)C1=CC=CC=C1